C/C(/C(=O)OCC)=C\CCCC ethyl (E)-2-methylhept-2-enoate